OCCCCC1=C(C=CC=C1)C(C)=O 2'-hydroxybutyl-acetophenone